5-[2-[(8-fluoro-2-methyl-imidazo[1,2-a]pyridin-6-yl)carbamoyl]thieno[2,3-b]pyridin-6-yl]-3,6-dihydro-2H-pyridine-1-carboxylic acid tert-butyl ester C(C)(C)(C)OC(=O)N1CCC=C(C1)C1=CC=C2C(=N1)SC(=C2)C(NC=2C=C(C=1N(C2)C=C(N1)C)F)=O